C(C)S(=O)(=O)N1CC(C1)CNC(C1=CC=CC=C1)=O N-((1-(ethylsulfonyl)azetidin-3-yl)methyl)benzamide